NCC(=O)N1CC(CC1)C1=C(N(C=C1)S(N)(=O)=O)C(=O)O 3-[1-(2-Aminoacetyl)pyrrolidin-3-yl]-1-sulfamoyl-pyrrole-2-carboxylic acid